FC(C1NC(C=2N1C(C=CC2)=O)=O)(F)F 3-(trifluoromethyl)-2,3-dihydroimidazo[1,5-a]pyridine-1,5-dione